ClC=1C=C(C=C(C1)C1=CN=NC=C1)C1COCCN1C(C=C)=O 1-(3-(3-chloro-5-(pyridazin-4-yl)phenyl)morpholino)prop-2-en-1-one